N-(4-bromo-2,5-difluoro-phenyl)-7-keto-6-methyl-1H-pyrrolo[2,3-c]pyridine-3-sulfonamide BrC1=CC(=C(C=C1F)NS(=O)(=O)C1=CNC=2C(N(C=CC21)C)=O)F